OC1(CC(C1)C(=O)N1CC2(C1)CC(C2)C2=CC(=C(C=C2)C)C(F)(F)F)C ((1s,3s)-3-Hydroxy-3-methylcyclobutyl)(6-(4-methyl-3-(trifluoromethyl)phenyl)-2-azaspiro[3.3]heptan-2-yl)methanon